(R)-N-(2-amino-1-(3-chloro-5-fluorophenyl)ethyl)-1-(2-((3,3-difluorocyclobutyl)amino)-5-methylpyrimidin-4-yl)-1H-imidazole-4-amide NC[C@@H](C1=CC(=CC(=C1)F)Cl)NC(=O)C=1N=CN(C1)C1=NC(=NC=C1C)NC1CC(C1)(F)F